1-((1r,3s)-3-(methylcarbamoyl)cyclobutyl)-2-phenyl-N-(3-(4-phenylpiperazin-1-yl)propyl)-1H-benzo[d]imidazole-6-carboxamide CNC(=O)C1CC(C1)N1C(=NC2=C1C=C(C=C2)C(=O)NCCCN2CCN(CC2)C2=CC=CC=C2)C2=CC=CC=C2